(±)-cis-N-(8-amino-6-chloro-2,7-naphthyridin-3-yl)-2-fluoro-cyclopropanecarboxamide NC=1N=C(C=C2C=C(N=CC12)NC(=O)[C@H]1[C@H](C1)F)Cl |r|